C[C@@H]1CN(C[C@H](N1)C)C=1SC2=C(N1)C=C(C(=C2)F)F 2-[(3R,5R)-3,5-dimethylpiperazin-1-yl]-5,6-difluoro-1,3-benzothiazole